methyl 2-chloro-3-(2,5-dimethyl-1H-pyrrol-1-yl)-6-fluorobenzoate ClC1=C(C(=O)OC)C(=CC=C1N1C(=CC=C1C)C)F